COC(=O)C1=C(SC(=C1C)C(N)=O)NC(=O)C1CCC2=CC=CC=C12 5-carbamoyl-2-[(indan-1-carbonyl)-amino]-4-methyl-thiophene-3-carboxylic acid methyl ester